tert-butyl (7s,15s)-15-amino-3,8-dioxo-2,5,9-triazatricyclo[14.3.1.02,7]eicosa-1(20),16,18-triene-5-carboxylate N[C@H]1CCCCCNC([C@@H]2CN(CC(N2C=2C=CC=C1C2)=O)C(=O)OC(C)(C)C)=O